p-hydroxyphenylacetaldoxime C1=CC(=CC=C1C/C=N/O)O